tert-butyl N-{1-[2-(4-{3-[(3-fluoro-2-methoxyphenyl)amino]-4-oxo-1H,5H,6H,7H-pyrrolo[3,2-c]pyridin-2-yl}pyridin-3-yl)ethynyl]cyclopropyl}carbamate FC=1C(=C(C=CC1)NC1=C(NC2=C1C(NCC2)=O)C2=C(C=NC=C2)C#CC2(CC2)NC(OC(C)(C)C)=O)OC